1-(dec-2-yl)17-(heptadec-9-yl)9-oxoheptadecane CC(CCCCCCCC)CCCCCCCCC(CCCCCCCCC(CCCCCCCC)CCCCCCCC)=O